C(#N)C1=CC(=NC=C1)N1C=C(C=2C(=NC=CC21)N2C[C@H](N(C[C@@H]2C)C(=O)OC(C([2H])([2H])[2H])(C([2H])([2H])[2H])C([2H])([2H])[2H])C)C(F)(F)F 2-(methyl-d3)propan-2-yl-1,1,1,3,3,3-d6 (2R,5S)-4-(1-(4-cyanopyridin-2-yl)-3-(trifluoromethyl)-1H-pyrrolo[3,2-c]pyridin-4-yl)-2,5-dimethylpiperazine-1-carboxylate